O[C@@H](CCCC(=O)O)[C@@H](\C=C\C1=C(C=CC=C1)\C=C\[C@@H](CCCCC)O)O (5S,6R,E)-5,6-dihydroxy-8-(2-((R,E)-3-hydroxyoct-1-en-1-yl)phenyl)oct-7-enoic acid